FC1=C(C=C(C=C1C)C1=C(C=C(C=C1C)F)C)[C@H](CC(=O)[O-])NC([C@H](CC(C)CC)N1N=C(C=C(C1=O)C)CCN1CC(CC1)(F)F)=O (S)-3-(4,4'-difluoro-2',5,6'-trimethyl-[1,1'-biphenyl]-3-yl)-3-((S)-2-(3-(2-(3,3-difluoropyrrolidin-1-yl)ethyl)-5-methyl-6-oxopyridazin-1(6H)-yl)-4-ethyl valerylamino)propionate